ClC=1C=C(C=CC1F)NC(=O)C=1C=2CC[C@@H](C2C(=CC1)F)NS(=O)(=O)C1CC1 (S)-N-(3-chloro-4-fluorophenyl)-1-(cyclopropanesulfonamido)-7-fluoro-2,3-dihydro-1H-indene-4-carboxamide